OC1(CCOCC1)C#CC1=CC2=C(OC[C@@H](C(N2C)=O)NC(=O)C2=NC=CC(=C2)OC2=CC=CC=C2)C=C1 (S)-N-(7-((4-hydroxytetrahydro-2H-pyran-4-yl)ethynyl)-5-methyl-4-oxo-2,3,4,5-tetrahydrobenzo[b][1,4]oxazepin-3-yl)-4-phenoxypyridineamide